(2R,3S,4S,5R)-N-(6-(hydroxymethyl)pyridin-3-yl)-3-(2-methoxy-3-(trifluoromethyl)phenyl)-4,5-dimethyl-5-(trifluoromethyl)tetrahydrofuran-2-carboxamide OCC1=CC=C(C=N1)NC(=O)[C@@H]1O[C@]([C@H]([C@H]1C1=C(C(=CC=C1)C(F)(F)F)OC)C)(C(F)(F)F)C